C[C@@H]1C(C2=C(O1)C=C(C3=C2OC(=C(C3=O)CC=C(C)C)C4=C(C=C(C=C4)O)O)O)(C)C The molecule is a furochromene that is 8,9-dihydro-4H-furo[2,3-h]chromen-4-one substituted by a 2,4-dihydroxyphenyl group at position 2, a hydroxy group at position 5, methyl groups at positions 8, 9 and 9 and a prenyl group at position 3. It has been isolated from the twigs of Morus nigra and has been found to promote adipogenesis. It has a role as a plant metabolite. It is an extended flavonoid, a trihydroxyflavone and a furochromene.